CN1CC(C1)(C)[C@@](C=1C=C(C=NC1)CC(CO)(F)F)(C1=CC=C(C=C1)C(C)C)O 3-{5-[(R)-(1,3-Dimethyl-azetidin-3-yl)-hydroxy-(4-isopropyl-phenyl)-methyl]-pyridin-3-yl}-2,2-difluoro-propan-1-ol